1-methyl-5-(2-methyl-4-nitrophenoxy)-1H-pyrazolo[3,4-b]pyridine CN1N=CC=2C1=NC=C(C2)OC2=C(C=C(C=C2)[N+](=O)[O-])C